2-amino-4-(2-fluorophenyl)pyrimidine-5-carboxylic acid methyl ester COC(=O)C=1C(=NC(=NC1)N)C1=C(C=CC=C1)F